(S)-N-(4-(4-(2-methoxyethyl)-2-methylpiperazin-1-yl)pyridin-2-yl)-5-(pyridin-4-yl)thiazolo[5,4-b]pyridin-2-amine COCCN1C[C@@H](N(CC1)C1=CC(=NC=C1)NC=1SC2=NC(=CC=C2N1)C1=CC=NC=C1)C